1,2,3,4-tetrahydro-N-methyl-1-naphthylamine hydrochloride Cl.CNC1CCCC2=CC=CC=C12